BrC1=C2C=NN(C2=CC=C1C)C1OCCCC1 4-bromo-5-methyl-1-(oxan-2-yl)indazole